FC(CN1CC(C1)C(=O)NC=1N=CC2=CC=C(C=C2C1)C=1C=NN(C1)C)(C)C 1-(2-fluoro-2-methylpropyl)-N-(6-(1-methyl-1H-pyrazol-4-yl)isoquinolin-3-yl)azetidine-3-carboxamide